C(C)(C)(C)C=1C=C(CC(C(=O)[O-])(C(=O)[O-])CCCC)C=C(C1O)C(C)(C)C 2-(3,5-ditert-butyl-4-hydroxybenzyl)-2-n-butylmalonate